COC=1C(C=2C=CC=C3C=C(C=C(C1)C23)C2=CC(=C(C(=C2)OC)OC)OC)=O 2-Methoxy-5-(3,4,5-trimethyloxyphenyl)-1H-phenalen-1-one